IC1SSCCC1 iododithiane